C(C([2H])([2H])[2H])OC1=CC=C(C=N1)C1=CN=CC(=N1)C(=O)N/N=C/C=1C(=NC=C(C1)OC([2H])([2H])[2H])F (E)-6-(6-(ethoxy-2,2,2-d3)pyridin-3-yl)-N'-((2-fluoro-5-(methoxy-d3)pyridin-3-yl)methylene)pyrazine-2-carbohydrazide